isopropyl-3-methyl-7-(1-methyl-1H-pyrazol-4-yl)-8-(phenylethynyl)-3,6-dihydroimidazo[4,5-d]pyrrolo[2,3-b]pyridin-2(1H)-one C(C)(C)N1C(N(C=2C1=C1C(=NC2)NC(=C1C#CC1=CC=CC=C1)C=1C=NN(C1)C)C)=O